C(C)(C)(C)C1(CCC1)NC(=O)C1=NC(=CC=C1OC)NC1=CC(=NC(=C1)F)F N-(1-tert-butylcyclobutyl)-6-[(2,6-difluoro-4-pyridyl)amino]-3-methoxy-pyridine-2-carboxamide